NC1=NC(=CC(=N1)N1[C@@H](COCCC1)C1=C(C=C(C#N)C=C1)Cl)C (R)-4-[4-(2-amino-6-methyl-pyrimidin-4-yl)-1,4-oxazepan-3-yl]-3-chloro-benzonitrile